2-methyl-5-(1H-pyrazole-3-yl)benzonitrile CC1=C(C#N)C=C(C=C1)C1=NNC=C1